(1-phenyl-5-(trifluoromethyl)-1H-pyrazol-4-yl)methanol C1(=CC=CC=C1)N1N=CC(=C1C(F)(F)F)CO